4-((2S,5R)-4-acryloyl-2,5-dimethylpiperazin-1-yl)-6-chloro-1-(2,4-diisopropylpyridin-3-yl)-7-(2-fluorophenyl)pyrido[2,3-d]pyrimidin C(C=C)(=O)N1C[C@@H](N(C[C@H]1C)C=1C2=C(N(CN1)C=1C(=NC=CC1C(C)C)C(C)C)N=C(C(=C2)Cl)C2=C(C=CC=C2)F)C